2-(3-chloro-4-(trifluoromethyl)phenyl)acetic acid ClC=1C=C(C=CC1C(F)(F)F)CC(=O)O